C(=O)C=1C=C(C=C(C1)C=O)OB(O)O 3,5-diformylphenyl-boric acid